3-(difluoromethyl)-1-((1r,4r)-4-(4-(3-(1-(2,6-dioxopiperidin-3-yl)-3-methyl-1H-indazol-4-yl)prop-2-yn-1-ylmethylene)cyclohexyl)-1H-pyrazol-4-yl)-5-morpholinylpyrazole FC(C1=NN(C(=C1)N1CCOCC1)[C@]1(C=NNC1)C1CCC(CC1)=CCC#CC1=C2C(=NN(C2=CC=C1)C1C(NC(CC1)=O)=O)C)F